4-(18-(tert-butoxy)-18-oxooctadecanoylamino)butyric acid C(C)(C)(C)OC(CCCCCCCCCCCCCCCCC(=O)NCCCC(=O)O)=O